BrC=1C=C2C=C(N=CC2=CC1C(F)(F)P(=O)(OCC)OCC)C(=O)O 6-bromo-7-((diethoxyphosphoryl)difluoromethyl)isoquinoline-3-carboxylic acid